O1C(CC1)CN1CCC(CC1)CN1N=C(C=CC1=O)N1N=CC=C1 2-[[1-(oxetan-2-ylmethyl)piperidin-4-yl]methyl]-6-pyrazol-1-ylpyridazin-3-one